N[C@H]1[C@@H]2CNC[C@H]1OC2 (1S,5R,8S)-8-amino-6-oxa-3-azabicyclo[3.2.1]octan